methyl 2-[bis(tert-butoxycarbonyl)amino]quinoline-6-carboxylate C(C)(C)(C)OC(=O)N(C1=NC2=CC=C(C=C2C=C1)C(=O)OC)C(=O)OC(C)(C)C